N-((3-Chloro-4-(2-hydroxypropan-2-yl)phenyl)sulfonyl)-2-(4-fluoro-2-isopropyl-6-(2-methoxypyridin-4-yl)phenyl)acetamide, potassium salt [K].ClC=1C=C(C=CC1C(C)(C)O)S(=O)(=O)NC(CC1=C(C=C(C=C1C1=CC(=NC=C1)OC)F)C(C)C)=O